N=1C(C=C2C=CC=CC12)=O 2-Indolone